CC1(OB(OC1(C)C)C1=C(C=C(C=C1)C(F)(F)F)S(=O)(=O)C)C 4,4,5,5-tetramethyl-2-(2-(methylsulfonyl)-4-(trifluoromethyl)phenyl)-1,3,2-dioxaborolane